3-(cyclohex-1-en-1-yl)-6-(4-methoxyphenyl)-2-phenyl-5-[(1-{[2-(trimethylsilyl)ethoxy]methyl}-1H-1,2,4-triazol-3-yl)amino]pyrazolo[1,5-a]pyrimidin-7(4H)-one C1(=CCCCC1)C=1C(=NN2C1NC(=C(C2=O)C2=CC=C(C=C2)OC)NC2=NN(C=N2)COCC[Si](C)(C)C)C2=CC=CC=C2